[Si](C1=CC=CC=C1)(C1=CC=CC=C1)(C(C)(C)C)OC[C@@]12CCCN2C[C@@H](C1)OCCCO 3-(((2R,7aR)-7a-(((tert-butyldiphenylsilyl)oxy)methyl)hexahydro-1H-pyrrolizin-2-yl)oxy)propan-1-ol